C(C)OC[C@@]1(CN(CC1)C1(CC1)C=1C=NC(=CC1)C)CCNC(=O)NC (S)-1-(2-(3-(ethoxymethyl)-1-(1-(6-methylpyridin-3-yl)cyclopropyl)pyrrolidin-3-yl)ethyl)-3-methylurea